(E)-N-(3,7-dimethylocta-2,6-dien-1-yl)-5-hydroxy-2-methyl-2-(4-methylpent-3-en-1-yl)-7-pentyl-2H-chromen-6-carboxamide C\C(=C/CNC(=O)C=1C(=C2C=CC(OC2=CC1CCCCC)(CCC=C(C)C)C)O)\CCC=C(C)C